isopropyl ((((2R,3S,4R,5S)-5-(4-aminopyrrolo[2,1-f][1,2,4]triazin-7-yl)-2-cyano-3,4-dihydroxytetrahydrofuran-2-yl)methoxy)(2-methoxy ethoxy)phosphoryl)-L-alaninate NC1=NC=NN2C1=CC=C2[C@H]2[C@@H]([C@@H]([C@@](O2)(C#N)COP(=O)(OCCOC)N[C@@H](C)C(=O)OC(C)C)O)O